(R)-4-((3-(8-((6,7-dihydro-5H-pyrrolo[1,2-c]imidazol-6-yl)amino)-3-((trifluoromethyl)thio)imidazo[1,2-a]pyridin-2-yl)prop-2-yn-1-yl)amino)-3-methoxy-N-methylbenzamide C1=C2N(C=N1)C[C@@H](C2)NC=2C=1N(C=CC2)C(=C(N1)C#CCNC1=C(C=C(C(=O)NC)C=C1)OC)SC(F)(F)F